5-fluoro-2-(3-methyl-1H-1,2,4-triazol-1-yl)-4-(piperazin-1-yl)pyrimidine FC=1C(=NC(=NC1)N1N=C(N=C1)C)N1CCNCC1